C1(=CC(=CC=C1)C1=NC(=NC(=N1)C1=CC=CC=C1)C1=CC=CC=2C3(C4=CC=CC=C4C12)C1=CC=CC=C1C=1C=CC=CC13)C1=CC=CC=C1 2-(1,1'-biphenyl-3-yl)-4-phenyl-6-(9,9'-spirobifluoren-4-yl)-1,3,5-triazine